cetyldimethylammonium chloride [Cl-].C(CCCCCCCCCCCCCCC)[NH+](C)C